ON1[C@@H]2CC[C@H](N(C1=O)C2)C(NC(=O)[C@H]2CN(CCC2)C)=N (3R)-N-(((2S,5R)-6-hydroxy-7-oxo-1,6-diazabicyclo[3.2.1]octan-2-yl)(imino)methyl)-1-methylpiperidine-3-carboxamide